I/C=C/[C@H]1O[C@@H](C[C@@]2(CO2)[C@@H]1OC(NC)=O)CC(=O)OC Methyl {(3R,5S,7R,8R)-7-[(E)-2-iodovinyl]-8-[(methylcarbamoyl)oxy]-1,6-dioxaspiro[2.5]oct-5-yl}-acetate